3-(4-Chloro-2,6-dimethylphenyl)-8-methoxy-1-methyl-2-oxo-1,8-diazaspiro[4.5]dec-3-en-4-yl-carboxylic acid ethyl ester C(C)OC(=O)C1=C(C(N(C12CCN(CC2)OC)C)=O)C2=C(C=C(C=C2C)Cl)C